Cl.Cl.Cl.ClC=1C=NN2C1C(=CC(=C2)C=2C=NN(C2C)C2CCN(CC2)CC2C(NC2)(C)C)OC 3-chloro-6-(1-(1-((2,2-dimethylazetidin-3-yl)methyl)piperidin-4-yl)-5-methyl-1H-pyrazol-4-yl)-4-methoxypyrazolo[1,5-a]pyridine trihydrochloride